C(C)(C)(C)C1=CC(=C(C=C1O)CC(=O)NC1=CC(=NC=C1)C(=O)NC(CO)(C)C#N)F 4-[[2-(4-tert-butyl-2-fluoro-5-hydroxy-phenyl)acetyl]amino]-N-(1-cyano-2-hydroxy-1-methyl-ethyl)pyridine-2-carboxamide